OC([C@@H](C(=O)OCC1=NC=CC=C1)NC(=O)C=1C=CC2=C(B(OC2)O)C1C)(C)C Pyridin-2-ylmethyl (S)-3-hydroxy-2-(1-hydroxy-7-methyl-1,3-dihydrobenzo[c][1,2]oxaborole-6-carboxamido)-3-methylbutanoate